BrC1=C(C=C(C(=C1)Cl)C(F)(F)F)NC(=O)N[C@@H](C)C=1N(N=CN1)C1=NC=CN=C1 1-[2-bromo-4-chloro-5-(trifluoromethyl)phenyl]-3-[(1S)-1-(2-pyrazin-2-yl-1,2,4-triazol-3-yl)ethyl]urea